tert-butyl (1S,4S)-5-[4-(5-chloro-2-fluoro-4-hydroxy-anilino)pyrido[3,2-d]pyrimidin-6-yl]-2,5-diazabicyclo[2.2.1]heptane-2-carboxylate ClC=1C(=CC(=C(NC=2C3=C(N=CN2)C=CC(=N3)N3[C@@H]2CN([C@H](C3)C2)C(=O)OC(C)(C)C)C1)F)O